NC=1C2=C(N=CN1)N(C(=C2C2=CC(=C(C=C2)OC2=NC(=CC=C2)C)OC)C2CN(CCC2)C(C=C)=O)C 1-(3-(4-amino-5-(3-methoxy-4-((6-methylpyridin-2-yl)oxy)phenyl)-7-methyl-7H-pyrrolo[2,3-d]pyrimidin-6-yl)piperidin-1-yl)prop-2-en-1-one